FC=1C(=C(C=CC1F)C1=C(OC(C1C)(C(F)(F)F)C)C(=O)OCC)OC ethyl rac-3-(3,4-difluoro-2-methoxyphenyl)-4,5-dimethyl-5-(trifluoromethyl)-4,5-dihydrofuran-2-carboxylate